(R)-6-(3-(1-((2,5-bis(trifluoromethyl)pyrazolo[1,5-a]pyrimidin-7-yl)amino)-2-(4-fluorophenyl)propan-2-yl)azetidin-1-yl)-2-methylpyridazin-3(2H)-one FC(C1=NN2C(N=C(C=C2NC[C@@](C)(C2=CC=C(C=C2)F)C2CN(C2)C=2C=CC(N(N2)C)=O)C(F)(F)F)=C1)(F)F